N-(2'-methoxy-4-((methylamino)methyl)-[1,1'-biphenyl]-2-yl)thiophene-3-sulfonamide COC1=C(C=CC=C1)C1=C(C=C(C=C1)CNC)NS(=O)(=O)C1=CSC=C1